1-(2-cyano-4-fluoro-phenyl)-3-[(1S)-1-(2-pyrimidin-2-yl-1,2,4-triazol-3-yl)ethyl]urea C(#N)C1=C(C=CC(=C1)F)NC(=O)N[C@@H](C)C=1N(N=CN1)C1=NC=CC=N1